CC1=C(C=NN1C=1C=NC=NC1)C(=O)O 5-methyl-1-(pyrimidin-5-yl)-1H-pyrazole-4-carboxylic acid